CN(C(OC1=CC(=NN1C1=CC=CC=C1)C)=O)C 3-methyl-1-phenylpyrazole-5-yl dimethylcarbamate